2-(6-(4-(6-amino-3,5-dioxo-4,5-dihydro-1,2,4-triazin-2(3H)yl)-2,6-dichlorophenoxy)-4-methylquinolin-2-yl)-5-(trifluoromethyl)benzonitrile NC=1C(NC(N(N1)C1=CC(=C(OC=2C=C3C(=CC(=NC3=CC2)C2=C(C#N)C=C(C=C2)C(F)(F)F)C)C(=C1)Cl)Cl)=O)=O